[Cl-].C(=O)(O)C1C(CCC2=CC=C(C=C12)OC1=C(C=CC=C1)C1=C(C(=CC=C1)C)F)[NH3+] Carboxy-7-((2'-fluoro-3'-methyl-[1,1'-biphenyl]-2-yl)oxy)-1,2,3,4-tetrahydronaphthalene-2-aminium chloride